CCCCCCCCCCCCCCCCCC(=O)NCCC[N+](C)(C)CC(=O)OCCCCCCCCCCCCCC.[Cl-] stearamidopropyl dimethyl (myristyl acetate) ammonium chloride